C(C)(C)(C)OC(=O)N1CC(C1)N1CC(N(CC1=O)C(=O)OC(C)(C)C)C1=C(C(=CC=C1OCOCC[Si](C)(C)C)Cl)Cl tert-butyl 4-[1-(tert-butoxycarbonyl)azetidin-3-yl]-2-(2,3-dichloro-6-[[2-(trimethylsilyl)ethoxy]methoxy]phenyl)-5-oxopiperazine-1-carboxylate